ClC1=C(C(C(=C(C1=O)Cl)Cl)(Cl)Cl)Cl hexachlorocyclohexane-2,5-dienone